(3R,4R)-3-((R)-6-fluoro-5H-imidazo[5,1-a]isoindol-5-yl)tetrahydro-2H-pyran-4-ol sodium [Na].FC1=C2[C@H](N3C(C2=CC=C1)=CN=C3)[C@@H]3COCC[C@H]3O